methyl 3-chloro-4-(4-(((5-cyclopropyl-3-(2,6-dichlorophenyl)isoxazol-4-yl)methoxy)methyl)bicyclo[2.2.2]octane-1-carboxamido)benzoate ClC=1C=C(C(=O)OC)C=CC1NC(=O)C12CCC(CC1)(CC2)COCC=2C(=NOC2C2CC2)C2=C(C=CC=C2Cl)Cl